4-(dioctylamino)butyl (3-propylhexyl) hydrogen phosphate P(=O)(OCCCCN(CCCCCCCC)CCCCCCCC)(OCCC(CCC)CCC)O